S1C(=CC=C1)[C@]1([C@@H](CCCC1)O)O (1S,2R)-1-(2-thienyl)cyclohexane-1,2-diol